ClC=1C=NC(=C(C(=O)N(C)C2CCOC3=CC(=CC=C23)F)C1)OC 5-chloro-N-(7-fluorochroman-4-yl)-2-methoxy-N-methylnicotinamide